N-(2-(azetidin-3-yloxy)ethyl)-6-methoxy-2-(pyrrolidin-1-yl)-7-(3-(pyrrolidin-1-yl)prop-1-yn-1-yl)quinazolin-4-amine N1CC(C1)OCCNC1=NC(=NC2=CC(=C(C=C12)OC)C#CCN1CCCC1)N1CCCC1